L-1-ferrocenyl-methanol [C-]1(C=CC=C1)CO.[CH-]1C=CC=C1.[Fe+2]